3,3'-(phenylazanediyl)dipropanenitrile C1(=CC=CC=C1)N(CCC#N)CCC#N